C(C)(C)(C)C1=C(C=CC(=C1)CC)O t-butyl-4-ethyl-phenol